C(C1=CC=CC=C1)[C@]1([C@@](N([C@@H](C1)COC)C(=O)OC[C@H]1OC(O[C@@H]1C1=C(C=CC=C1)F)(CC)CC)(C(=O)O)C)NCC1=CC=C(C=C1)OC ((4R,5R)-5-(2-fluorophenyl)-2,2-diethyl-1,3-dioxolan-4-yl)methanol 1-benzyl-2-methyl-(2R,3S,5S)-3-((4-methoxybenzyl)amino)-5-(methoxymethyl)pyrrolidine-1,2-dicarboxylate